tert-butyl 4-(2-(2,6-dioxopiperidin-3-yl)-4-fluoro-1,3-dioxoisoindolin-5-yl)-3,6-dihydropyridine-1(2H)-carboxylate O=C1NC(CCC1N1C(C2=CC=C(C(=C2C1=O)F)C=1CCN(CC1)C(=O)OC(C)(C)C)=O)=O